2-Fluoro-1,4-Di(2-Thienyl)Benzene FC1=C(C=CC(=C1)C=1SC=CC1)C=1SC=CC1